1,3,5-Tricyanatobenzol O(C#N)C1=CC(=CC(=C1)OC#N)OC#N